OCCOC1=CC(=NC(=C1)S(=O)(=O)C)NC1=CC(=NC=C1C1=NN(C=C1)C)NC(C)=O N-(4-((4-(2-hydroxyethoxy)-6-(methylsulfonyl)pyridin-2-yl)amino)-5-(1-methyl-1H-pyrazol-3-yl)pyridin-2-yl)acetamide